2-(4-bromo-1-methyl-1H-pyrazol-5-yl)-4-chloro-5-methylbenzonitrile BrC=1C=NN(C1C1=C(C#N)C=C(C(=C1)Cl)C)C